2-Isopropoxy-6-methoxybenzenesulfonyl chloride C(C)(C)OC1=C(C(=CC=C1)OC)S(=O)(=O)Cl